ClC1=NC(=CC(=C1)Cl)N1N=C(C=C1)C 2,4-dichloro-6-(3-methyl-1H-pyrazol-1-yl)pyridine